azetidin-3-ylmethyl 2-[6-[5-(6-methyl-2-pyridyl)-1H-imidazol-4-yl]-3-quinolyl]thiazole-5-carboxylate CC1=CC=CC(=N1)C1=C(N=CN1)C=1C=C2C=C(C=NC2=CC1)C=1SC(=CN1)C(=O)OCC1CNC1